3-[2-(3-methoxy-4-methyl-phenoxy)-4-pyridyl]-1,3-diazaspiro[4.4]nonane-2,4-dione COC=1C=C(OC2=NC=CC(=C2)N2C(NC3(C2=O)CCCC3)=O)C=CC1C